O(P1(OC(CCCCC)OP(O1)(=O)[O-])=O)O hydroxyl hexylidene diphosphate